C(C)[C@H]1CNC([C@H]1OC)=O (2S,3S,4S)-3-ethyl-4-methoxy-5-oxopyrrolidin